ClC1=C(C=C(C)C(=C1)C(Cl)(Cl)Cl)SC 4-chloro-3-methylthio-6-trichloromethyl-toluene